5-methyl-2-((tetrahydro-2H-pyran-4-yl)amino)pyrimidin CC=1C=NC(=NC1)NC1CCOCC1